NCC=1C(=NC=C(C1)F)NC (aminomethyl)-5-fluoro-N-methylpyridin-2-amine